C(CCCCCCCCCC=C)NC(OC(COC(NCCCCCCCCCCC=C)=O)C1OC(C(=C1O)O)=O)=O 14-1-(3,4-dihydroxy-5-oxo-2,5-dihydrofuran-2-yl)ethane-1,2-diyl bis(dodec-11-en-1-ylcarbamate)